FC1=CC=C(OC2=CC(=NC=C2)C(=O)N)C=C1 4-(4-fluorophenoxy)picolinamide